tert-butyl ((6-(3,4-difluoro-2-(2-(3-(methoxy(methyl)carbamoyl)-1,5-dimethyl-1H-pyrazol-4-yl)ethoxy)phenyl)imidazo[1,2-a]pyridin-3-yl)methyl)(methyl)carbamate FC=1C(=C(C=CC1F)C=1C=CC=2N(C1)C(=CN2)CN(C(OC(C)(C)C)=O)C)OCCC=2C(=NN(C2C)C)C(N(C)OC)=O